C(C)OC(C(=C)C)=O.C(CC(=O)C)(=O)O monoacetoacetic acid monoethyl-methacrylate